CN(C(=O)[C@H]1CN(CC[C@@H]1NC(=O)C1=NOC(=C1)C1=C(C=C(C=C1)F)F)[C@H]1C(CC1)(C)C)C (3S,4S)-4-{[5-(2,4-difluoro-phenyl)-isoxazole-3-carbonyl]-amino}-(1R)-1-(2,2-dimethyl-cyclobutyl)-piperidine-3-carboxylic acid dimethylamide